Cyclopentyl (Z)-2-(cyclopropanecarbonyl)-3-(thieno[2,3-b]pyridin-3-yl)acrylate C1(CC1)C(=O)/C(/C(=O)OC1CCCC1)=C/C1=CSC2=NC=CC=C21